ClC1=C(C=CC(=C1)F)C1=CC(OC2=CC(=CC=C12)N[C@@H](C(N1CCCCC1)=O)C)=O (R)-4-(2-chloro-4-fluorophenyl)-7-((1-oxo-1-(piperidin-1-yl)propan-2-yl)amino)-2H-chromen-2-one